(2r,3s)-2-(3-(4,5-dichloro-1H-benzo[d]imidazol-1-yl)propyl)piperidin-3-ol hemi-maleate C(\C=C/C(=O)O)(=O)O.ClC1=C(C=CC=2N(C=NC21)CCC[C@H]2NCCC[C@@H]2O)Cl.ClC2=C(C=CC=1N(C=NC12)CCC[C@H]1NCCC[C@@H]1O)Cl